4-(2-Amino-2-methylpropanoyl)-N-(1-(4-((4-aminoazepan-1-yl)methyl)cyclohexyl)-2-oxo-1,2-dihydropyrimidin-4-yl)piperazine-1-carboxamide hydrochloride Cl.NC(C(=O)N1CCN(CC1)C(=O)NC1=NC(N(C=C1)C1CCC(CC1)CN1CCC(CCC1)N)=O)(C)C